6-(2-(difluoromethoxy)phenyl)-3-(2-(1,1-dioxidothiomorpholino)pyrimidin-5-yl)-8,9-dihydro-6H-pyridazino[1,2-a]indazol-11(7H)-one FC(OC1=C(C=CC=C1)C1CCCN2N1C1=CC(=CC=C1C2=O)C=2C=NC(=NC2)N2CCS(CC2)(=O)=O)F